2-(hydroxymethyl)pyrazolo[1,5-a]pyrido[3,2-e]pyrimidin-5(4H)-one OCC1=NN2C(NC(C3=C2N=CC=C3)=O)=C1